6-Cyclopropoxy-2-(2-hydroxy-2-methyl-spiro[3.5]nonan-7-yl)-N-(pyrazolo[1,5-a]pyrimidin-3-yl)-2H-indazole-5-carboxamide C1(CC1)OC=1C(=CC2=CN(N=C2C1)C1CCC2(CC(C2)(C)O)CC1)C(=O)NC=1C=NN2C1N=CC=C2